C1(CCC1)NC(=O)NC=1C=C2C(=CNC2=CC1)C1CCNC=C1 N-cyclobutyl-N'-(3-(1,2,3,4-tetrahydropyridin-4-yl)-1H-indol-5-yl)urea